BrC1=CC=C(CCNCC[C@H]2CC[C@H]3[C@@H]4CC=C5CCCC[C@]5(C)[C@H]4CC[C@]23C)C=C1 (4-bromophenethylamino)-pregn-5-en